CCCCCCCC/C=C\CCCCCCCCCC(=O)O[C@H](COC(=O)CCCCCCC/C=C\CCCC)COP(=O)([O-])OCC[N+](C)(C)C 1-(9Z-tetradecenoyl)-2-(11Z-eicosenoyl)-glycero-3-phosphocholine